7-(2-chloroethoxy)-2-oxo-2H-benzopyran-3-carboxylic acid ClCCOC1=CC2=C(C=C(C(O2)=O)C(=O)O)C=C1